4-((2S,4S)-4-(4-carbamoylphenoxy)-2-((difluoromethoxy)methyl)pyrrolidin-1-yl)-N-((S)-2-cyano-1-(4-(ethylsulfonyl)phenyl)ethyl)benzamide C(N)(=O)C1=CC=C(O[C@H]2C[C@H](N(C2)C2=CC=C(C(=O)N[C@@H](CC#N)C3=CC=C(C=C3)S(=O)(=O)CC)C=C2)COC(F)F)C=C1